OCCN(C1=CC=C(C=C1)C)C N-(2-hydroxyethyl)N-methyl-p-toluidine